3-((2-((2,3-dihydrobenzo[b][1,4]dioxin-6-yl)amino)-5,6,7,8-tetrahydroquinazolin-4-yl)amino)propan-1-ol O1C2=C(OCC1)C=C(C=C2)NC2=NC=1CCCCC1C(=N2)NCCCO